COC(=O)C=1N(C=C(C1C)C=1C=NC=CC1)N.C(C)(C)(C)OOC(C)CCC(C)OOC(C)(C)C 2,5-di(tert-butylperoxy)hexane Methyl-1-amino-3-methyl-4-(pyridin-3-yl)-1H-pyrrole-2-carboxylate